4-Amino-6,7-dimethyl-1,3-dihydro-2H-pyrrolo[3,4-c]pyridine-2-carboxylic acid tert-butyl ester C(C)(C)(C)OC(=O)N1CC=2C(=NC(=C(C2C1)C)C)N